C(C)N1C=NC2=C1N=NC=C2C2=CC(=C(C=C2)F)C2=CC1C=NN(C1C=C2OC)C2COCC2 7-ethyl-4-(4-fluoro-3-(6-methoxy-1-(tetrahydrofuran-3-yl)-3a,7a-dihydro-1H-indazole-5-yl)phenyl)-7H-imidazo[4,5-c]Pyridazine